2-((4-(4-((4-chloro-2-fluorobenzofuran-7-yl)methoxy)-5-fluoropyrimidin-2-yl)cyclohex-3-ene-1-yl)methyl)-1-(((S)-oxetan-2-yl)methyl)-1H-thieno[2,3-d]imidazole-5-carboxylic acid ClC1=CC=C(C2=C1C=C(O2)F)COC2=NC(=NC=C2F)C2=CCC(CC2)CC=2N(C1=C(N2)SC(=C1)C(=O)O)C[C@H]1OCC1